ClC1=C(C=C(C=C1)F)C1NC(C2=C3C(=CC(=C12)C1=C(C(=O)N)C=C(C=C1F)C(F)(F)F)N(C(=N3)C)CC(F)F)=O (6-(2-chloro-5-fluorophenyl)-3-(2,2-difluoroethyl)-2-methyl-8-oxo-3,6,7,8-tetrahydroimidazo[4,5-e]isoindol-5-yl)-3-fluoro-5-(trifluoromethyl)benzamide